CN(C1=CC(=C(C=C1)OC)NC([C@@H](NC(CC)=O)CCSC)=O)C1=CC(OC2=CC=CC=C12)=O 4-(N-methyl-N-(3-(N-propionyl-L-methionyl-amino)-4-methoxyphenyl)-amino)coumarin